FC1=C(C(N)=N)C=C(C=C1)OC=1C(=C2C=CNC2=CC1F)CC(F)(F)F 2-fluoro-5-((6-fluoro-4-(2,2,2-trifluoroethyl)-1H-indol-5-yl)oxy)benzimidamide